C(CC(O)(C(=O)[O-])CC(=O)[O-])(=O)[O-].[Mn+2].C(CC(O)(C(=O)[O-])CC(=O)[O-])(=O)[O-].[Mn+2].[Mn+2] manganous citrate